C(#N)C1=C(C(=NC2=C(C=C(C=C12)F)C(C)NC1=C(C(=O)O)C=C(C=C1)F)C1CCOCC1)C1CC1 2-((1-(4-cyano-3-cyclopropyl-6-fluoro-2-(tetrahydro-2H-pyran-4-yl)quinolin-8-yl)ethyl)amino)-5-fluorobenzoic acid